C(#N)C1=CC=C(C=C1)C(\C=C/C1=CC=C(OCCC(=O)O)C=C1)=O 3-[4-[(Z)-3-(4-Cyanophenyl)-3-oxoprop-1-enyl]phenoxy]propanoic acid